C(C)(C)C1=C(NC2=CC=C(C=C12)C1CCC(CC1)NC1COC1)C=1C=C(C=2N(C1)N=CN2)C N-(4-(3-Isopropyl-2-(8-methyl-[1,2,4]triazolo[1,5-a]pyridin-6-yl)-1H-indol-5-yl)cyclohexyl)oxetan-3-amin